bis(2,4-pentanedionyl)magnesium (II) C(C(CC(C)=O)=O)[Mg]CC(CC(C)=O)=O